[Pd](Cl)Cl.C1(CCCCC1)P(C1CCCCC1)C1CCCCC1.C1(CCCCC1)P(C1CCCCC1)C1CCCCC1 bistricyclohexylphosphine palladium dichloride